(S)-2-amino-N-((1S,9S)-9-ethyl-5-fluoro-9-hydroxy-4-methyl-10,13-dioxo-2,3,9,10,13,15-hexahydro-1H,12H-benzo[de]pyrano[3',4':6,7]indolizino[1,2-b]quinolin-1-yl)-3-hydroxypropanamide N[C@H](C(=O)N[C@H]1CCC=2C=3C1=C1C(=NC3C=C(C2C)F)C2=CC3=C(C(N2C1)=O)COC([C@]3(O)CC)=O)CO